6-(2-(4-Fluoro-3-methylphenyl)-5,6-dihydro-4H-pyrrolo[1,2-b]pyrazol-3-yl)-1H-indazole FC1=C(C=C(C=C1)C=1C(=C2N(N1)CCC2)C2=CC=C1C=NNC1=C2)C